tert-butyl N-[(1R)-1-[[2-[1-(cyclopropylmethyl)indol-2-yl]-1-methyl-5-oxo-7,8-dihydroimidazo[4,5-g]isoquinolin-6-yl]methyl]propyl]carbamate C1(CC1)CN1C(=CC2=CC=CC=C12)C1=NC=2C(=CC=3CCN(C(C3C2)=O)C[C@@H](CC)NC(OC(C)(C)C)=O)N1C